(3-((3-aminopropyl)(methyl)amino)propyl)carbamic acid tert-butyl ester C(C)(C)(C)OC(NCCCN(C)CCCN)=O